3-ethylphenylalanine C(C)C=1C=C(C[C@H](N)C(=O)O)C=CC1